ethyl (Z)-2-cyano-3-cyclopropyl-3-ethoxyacrylate C(#N)/C(/C(=O)OCC)=C(/OCC)\C1CC1